2-(difluoromethoxy)-4-(5-methyl-1-phenyl-1H-pyrazol-4-yl)benzaldehyde FC(OC1=C(C=O)C=CC(=C1)C=1C=NN(C1C)C1=CC=CC=C1)F